C(C)OC(CN1N=C(C(=CC1=O)OCC(C)C)C(C)C)=O.C(#N)C=1C(=NC(=CC1C)C)N1[C@@H](C[C@@H](C1)O)C(=O)N(C=1C=C(C=CC1)C)CC (2s,4s)-1-(3-cyano-4,6-dimethylpyridin-2-yl)-N-ethyl-4-hydroxy-N-(m-tolyl)pyrrolidine-2-carboxamide ethyl-2-(4-isobutoxy-3-isopropyl-6-oxopyridazin-1(6H)-yl)acetate